FC1(C[C@H](CN[C@H]1[2H])N1S([C@@H](CC1)C)(=O)=O)F (5R)-2-[(3R,6S)-5,5-difluoro(6-2H1)piperidin-3-yl]-5-methyl-1λ6,2-thiazolidine-1,1-dione